[1-(3,6-diphenyl-9H-carbazol-9-yl)methyl]phosphonic acid C1(=CC=CC=C1)C=1C=CC=2N(C3=CC=C(C=C3C2C1)C1=CC=CC=C1)CP(O)(O)=O